Cl.O1COC2=C1C=C1C(C2)=CC(=C1)N cyclopenta[f][1,3]benzodioxol-6-amine hydrochloride